ClC=1C(=CC2=C(N(S(N=C2N2[C@H](CN(CC2)C(=O)OC(C)(C)C)C)(=O)=O)C2=C(C=CC=C2)C(C)C)N1)F tert-butyl (S)-4-(7-chloro-6-fluoro-1-(2-isopropylphenyl)-2,2-dioxido-1H-pyrido[2,3-c][1,2,6]thiadiazin-4-yl)-3-methylpiperazine-1-carboxylate